(7R,14R)-1-(difluoromethoxy)-11-(5-hydroxyhex-1-yn-1-yl)-6-(methyl-d3)-6,7-dihydro-7,14-methanobenzo[f]benzo[4,5]imidazo[1,2-a][1,4]diazocin-5(14H)-one FC(OC1=CC=CC=2C(N([C@H]3C=4N([C@@H](C21)C3)C3=C(N4)C=CC(=C3)C#CCCC(C)O)C([2H])([2H])[2H])=O)F